O=C(CC#N)N1C[C@@H](CCC1)NC1=C2C(=NC=C1C#CC1=NC=CC=C1)NC=C2 (R)-3-oxo-3-(3-((5-(pyridine-2-ylethynyl)-1H-pyrrolo[2,3-b]pyridine-4-yl)amino)piperidine-1-yl)propionitrile